BrC1=C(SC2=C1OC(=C(C2=O)C)C2=CC=CC=C2)C 3-bromo-2,6-dimethyl-5-phenyl-7H-thieno[3,2-b]pyran-7-one